((5-nitro-1-p-toluenesulfonyl-1H-pyrrolo[2,3-b]pyridin-4-yl)amino)8-azabicyclo[3.2.1]octan-3-ol [N+](=O)([O-])C=1C(=C2C(=NC1)N(C=C2)S(=O)(=O)C2=CC=C(C)C=C2)NC21CC(CC(CC2)N1)O